1,3,5-tris(N,N-diglycidylaminomethyl)benzene C(C1CO1)N(CC1CO1)CC1=CC(=CC(=C1)CN(CC1CO1)CC1CO1)CN(CC1CO1)CC1CO1